C(=O)O.C(C)(C)(C)OC(=O)N[C@H](C(=O)NC=1SC(=C(N1)C)C(=O)OCCC)CNC(C1=CC(=CC=C1)C1=NOC(=N1)C)=O propyl (S)-2-(2-((tert-butoxycarbonyl)amino)-3-(3-(5-methyl-1,2,4-oxadiazol-3-yl)benzamido)propanamido)-4-methylthiazole-5-carboxylate formate